C1(=CC=CC=C1)N(C1=CC=C(C=C1)C1=CC=CC=C1)C1=CC=2C(C3=CC=CC=C3C2C=C1)(C1=CC=CC=C1)C1=CC=CC=C1 N-Phenyl-N-(9,9-diphenyl-fluoren-2-yl)-N-(1,1'-biphenyl-4-yl)amine